C1(CCC1)NC1=CC(=NC=C1)C(=O)NCC(CN1CC2=CC=C(C=C2CC1)OCC1=CC=NN1C)O 4-(cyclobutylamino)-N-(2-hydroxy-3-(6-((1-methyl-1H-pyrazol-5-yl)methoxy)-3,4-dihydroisoquinolin-2(1H)-yl)propyl)picolinamide